sodium meta-sulfobenzoate S(=O)(=O)(O)C=1C=C(C(=O)[O-])C=CC1.[Na+]